ClC1=CC=C(C(=N1)C(=O)NS(=O)(=O)C)N[C@H](C)C=1C=C(C=C2C(N(C(=NC12)N1[C@@H]2CN([C@H](C1)C2)C2=NC=C(C=N2)Cl)C)=O)C 6-chloro-3-(((R)-1-(2-((1S,4S)-5-(5-chloropyrimidin-2-yl)-2,5-diazabicyclo[2.2.1]heptan-2-yl)-3,6-dimethyl-4-oxo-3,4-dihydroquinazolin-8-yl)ethyl)amino)-N-(methylsulfonyl)picolinamide